4-[(4-chloroanilino)methyl]-N-[4-[4-[[2-(4-chlorophenyl)-4,4-dimethylcyclohexen-1-yl]methyl]piperazin-1-yl]-2-(1H-pyrrolo[2,3-b]pyridin-5-yloxy)phenyl]sulfonyl-3-nitrobenzamide ClC1=CC=C(NCC2=C(C=C(C(=O)NS(=O)(=O)C3=C(C=C(C=C3)N3CCN(CC3)CC3=C(CC(CC3)(C)C)C3=CC=C(C=C3)Cl)OC=3C=C4C(=NC3)NC=C4)C=C2)[N+](=O)[O-])C=C1